dihydropyranide O1[CH-]CCC=C1